1-butyl-3-methyl-imidazole bromide salt [Br-].C(CCC)N1CN(C=C1)C